Azido(trimethyl)silane N(=[N+]=[N-])[Si](C)(C)C